5-Fluoro-N-(2-fluoro-4-(2-(1-methyl-1H-pyrazol-4-yl)-3H-imidazo[4,5-b]pyridin-7-yl)benzyl)benzo[d]isoxazol-3-amine FC=1C=CC2=C(C(=NO2)NCC2=C(C=C(C=C2)C2=C3C(=NC=C2)NC(=N3)C=3C=NN(C3)C)F)C1